bicyclo[3.3.0]octa-2,5,7-triene C12C=CCC2=CC=C1